N1(CCCCCC1)C1=C(C=C2C(=N1)N=C(S2)N2CCOCC2)NC(=O)C=2N=C(OC2)C2=CC(=NC=C2)C N-(5-(azepan-1-yl)-2-morpholinothiazolo[4,5-b]pyridin-6-yl)-2-(2-methylpyridin-4-yl)oxazole-4-carboxamide